3-methyl-2-[(methylsulfonyl)amino]butanamide CC(C(C(=O)N)NS(=O)(=O)C)C